(R)-1-(4-(6-amino-5-(trifluoromethyl)pyridin-3-yl)-1-(3-(4,4-difluoropiperidin-1-yl)bicyclo[1.1.1]Pentane-1-yl)-1H-imidazol-2-yl)-2,2,2-trifluoroethanol NC1=C(C=C(C=N1)C=1N=C(N(C1)C12CC(C1)(C2)N2CCC(CC2)(F)F)[C@H](C(F)(F)F)O)C(F)(F)F